C1(CC1)CO[C@@H]1C[C@]2(CC(CN2C1)=C)CO ((2R,7aR)-2-(cyclopropylmethoxy)-6-methylenetetrahydro-1H-pyrrolizin-7a(5H)-yl)methanol